benzyltriethylamine imidazolium salt N1C=[NH+]C=C1.C(C1=CC=CC=C1)CCN(CC)CC